CN1CCN(CCC1)CCNC(=O)NC1=CC=C(C=C1)OC1CC(C1)N1CCCCC1 1-(2-(4-methyl-1,4-diazepan-1-yl)ethyl)-3-(4-(3-(piperidin-1-yl)cyclobutoxy)phenyl)urea